3-Amino-4-(2-chloro-5-fluorophenyl)-5-(4-methoxybenzyl)-4,5-dihydrothiophen NC1=CSC(C1C1=C(C=CC(=C1)F)Cl)CC1=CC=C(C=C1)OC